2,3-dichloro-5-iodobenzonitrile ClC1=C(C#N)C=C(C=C1Cl)I